C(C)C(C(=O)OCC(C)(COC(C(CCCC)CC)=O)C)CCCC neopentyl glycol di(ethyl hexanoate)